Propylenglycol Methyl ether COCC(C)O